N-methyl-2-(tetrahydro-2H-pyran-4-yl)propanamide lithium-silicon [Si].[Li].CNC(C(C)C1CCOCC1)=O